2-amino-6-methyl-purine NC1=NC(=C2NC=NC2=N1)C